C(C)(C)(C)OC(=O)N1C[C@H](CC=C1C=1C=C2C=NN(C2=CC1)CC)C.C(C)N1N=CC2=CC(=CC=C12)C=1CC[C@@H](CN1)C |r| 1-Ethyl-5-[rac-(3S)-3-methyl-2,3,4,5-tetrahydropyridin-6-yl]indazole tert-Butyl-rac-(3S)-6-(1-ethylindazol-5-yl)-3-methyl-3,4-dihydro-2H-pyridine-1-carboxylate